FC1=C2C=CN(C2=CC=C1OC)CC(C)(N(C)C)C 1-(4-fluoro-5-methoxy-1H-indol-1-yl)-N,N,2-trimethylpropan-2-amine